ClC=1C=C2CCCN(C2=C(C1)C1=C2C(=NC=C1)C=C(S2)CO)C2CCN(CCC2)C(=O)[O-] 4-[6-chloro-8-[2-(hydroxymethyl)thieno[3,2-b]pyridin-7-yl]-3,4-dihydro-2H-quinolin-1-yl]azepane-1-carboxylate